6-((2-(2,6-dioxopiperidin-3-yl)-1-oxoisoindolin-5-yl)amino)-6-oxohexanoic acid O=C1NC(CCC1N1C(C2=CC=C(C=C2C1)NC(CCCCC(=O)O)=O)=O)=O